ClC=1C=C2C=C(NC2=CC1OCC1=CC(=NO1)C)CNC(COC(F)F)=O N-((5-chloro-6-((3-methylisoxazol-5-yl)methoxy)-1H-indol-2-yl)methyl)-2-(difluoromethoxy)acetamide